3-(methoxymethoxy)-8-((triisopropylsilyl)ethynyl)naphthalen-1-yltrifluoromethanesulfonic acid COCOC=1C=C(C2=C(C=CC=C2C1)C#C[Si](C(C)C)(C(C)C)C(C)C)OS(=O)(=O)C(F)(F)F